(3S)-3-methyl-1-{2-[1-(3-methylphenyl)-1H-pyrazol-4-yl]-1,3-thiazole-4-carbonyl}piperazine C[C@H]1CN(CCN1)C(=O)C=1N=C(SC1)C=1C=NN(C1)C1=CC(=CC=C1)C